P(=O)(OCC(CCCC)CC)(OCC(CCCC)CC)[O-].[Ni+2].C(C)C(COP(=O)(OCC(CCCC)CC)[O-])CCCC nickel bis(2-ethylhexyl) phosphate